(3S,6S,10aS)-6-[(tert-butoxycarbonyl)amino]-5-oxo-octahydro-1H-pyrrolo[1,2-a]azocine-3-carboxylic acid C(C)(C)(C)OC(=O)N[C@H]1CCCC[C@@H]2N(C1=O)[C@@H](CC2)C(=O)O